2,5-dimethyl-3,4-furandicarboxylic acid CC=1OC(=C(C1C(=O)O)C(=O)O)C